acetoxymethyl 1-((4-(4-chloro-3,5-dimethylphenoxy)phenyl) sulfonyl)-1,2,3,4-tetrahydroquinoline-6-carboxylate ClC1=C(C=C(OC2=CC=C(C=C2)S(=O)(=O)N2CCCC3=CC(=CC=C23)C(=O)OCOC(C)=O)C=C1C)C